2'-fluoro-4-hydroxy-4'-methoxy-5-nitro-[1,1'-biphenyl]-3-carbaldehyde FC1=C(C=CC(=C1)OC)C1=CC(=C(C(=C1)[N+](=O)[O-])O)C=O